FC1=CC=C(C=C1)N1N=C(C=C1)C=O 1-(4-fluorophenyl)-1H-pyrazole-3-carbaldehyde